Br.BrC(CN1CCOCC1)C 4-(2-bromopropyl)morpholine hydrobromide